C1(CC1)NCCN(C1=C(C=CC(=C1C(F)(F)F)OC1=C(C=CC=C1)F)NC(=O)C1=NN(C=C1)C1=CN=NC=C1)C N-(2-((2-(cyclopropylamino)ethyl)(methyl)amino)-4-(2-fluorophenoxy)-3-(trifluoromethyl)phenyl)-1-(pyridazin-4-yl)-1H-pyrazole-3-carboxamide